1-((S)-1-(4-fluorophenyl)ethyl)-4-oxo-6-((1S,2S)-2-(pyrimidin-2-yl)cyclobutyl)-4,5-dihydro-1H-pyrazolo[3,4-d]pyrimidine-3-carbonitrile FC1=CC=C(C=C1)[C@H](C)N1N=C(C2=C1N=C(NC2=O)[C@@H]2[C@H](CC2)C2=NC=CC=N2)C#N